4-Ethyl-5-oxoazepane-1,4-dicarboxylic acid 1-tert-butyl ester C(C)(C)(C)OC(=O)N1CCC(C(CC1)=O)(C(=O)O)CC